(5-chloro-2,4-difluorophenyl)-N-methyl-2,3-dihydro-1H-pyrrolo[3,2-c]pyridine-2-carboxamide ClC=1C(=CC(=C(C1)N1C(CC=2C=NC=CC21)C(=O)NC)F)F